3,5-dibromo-tert-butylbenzene CC(C)(C)C1=CC(=CC(=C1)Br)Br